OC(CC=C(C)C)[C@]1([C@@H]2[C@H]3C([C@@H]([C@@H]([C@H]3C(=CC[C@@H]21)C)O)O)=C)C (1R,1aS,4aR,5R,6S,7S,7aR,7bS)-1-(1-hydroxy-4-methylpent-3-ene-1-yl)-1,4-dimethyl-7-methylene-1a,2,4a,5,6,7,7a,7b-octahydro-1H-cyclopropa[e]azulene-5,6-diol